CC1=NOC(=C1NC(=O)O[C@H](C)C1=CC=CC=C1)C1=CC=C(C=N1)NC(=O)C1CCCCC1 Cis-2-((6-(3-Methyl-4-((((R)-1-phenylethoxy)carbonyl)amino)isoxazol-5-yl)pyridin-3-yl)carbamoyl)cyclohexan